4-benzyl-2H-1,2,4-triazol-3-one C(C1=CC=CC=C1)N1C(NN=C1)=O